BrC1=CC=C(CC=2C(=NC=3N(C2O)N=CN3)C)C=C1 6-(4-bromobenzyl)-5-methyl-[1,2,4]triazolo[1,5-a]pyrimidin-7-ol